2,5-difluorobenzene isothiocyanate [N-]=C=S.FC1=CC=C(C=C1)F